6-methyl-2-(pyridin-4-yl)-4-(2,8-diazaspiro[4.5]decan-8-yl)pyrido[3,4-d]pyrimidine CC1=CC2=C(N=C(N=C2N2CCC3(CCNC3)CC2)C2=CC=NC=C2)C=N1